NC1=NC=C(C2=C1C=NN2)NC(C(=O)N([C@@H](C)C2=C(C=C(C=C2)C(F)(F)F)C)CC)=O (S)-N1-(4-amino-1H-pyrazolo[4,3-c]pyridin-7-yl)-N2-ethyl-N2-(1-(2-methyl-4-(trifluoromethyl)phenyl)ethyl)oxalamide